3-[(7-{[(2R)-1,4-Dioxolan-2-ylmethyl]carbamoyl}-8-methyl-4,5-dihydro-2H-furo[2,3-g]indazol-2-yl)methyl]azetidine-1-carboxylic acid tert-butyl ester C(C)(C)(C)OC(=O)N1CC(C1)CN1N=C2C3=C(CCC2=C1)OC(=C3C)C(NC[C@H]3OCOC3)=O